NC=1C2=C(N=CN1)N(C=C2C2=CC(=C(C=C2)NC(=O)NC2=NOC(=C2)C2(CCC2)C(F)(F)F)F)C2CC2 1-(4-(4-amino-7-cyclopropyl-7H-pyrrolo[2,3-d]pyrimidin-5-yl)-2-fluorophenyl)-3-(5-(1-(trifluoromethyl)cyclobutyl)isoxazol-3-yl)urea